CC(C[C@@H]1COC2=CC(=NC(NS(C=3C=CC=C(C(N1)=O)C3)(=O)=O)=N2)C2=C(C=CC3=CC=CC=C23)C)(C)C (11R)-11-(2,2-Dimethylpropyl)-6-(2-methyl-1-naphthyl)-2,2-dioxo-9-oxa-2λ6-thia-3,5,12,19-tetrazatricyclo[12.3.1.14,8]nonadeca-1(18),4(19),5,7,14,16-hexaen-13-one